5-(2-amino-[1,2,4]triazolo[1,5-a]pyridin-7-yl)-N-((2-fluoro-5-(trifluoromethyl)phenyl)methyl-d2)-2-methoxy-6-methylnicotinamide NC1=NN2C(C=C(C=C2)C=2C(=NC(=C(C(=O)NC([2H])([2H])C3=C(C=CC(=C3)C(F)(F)F)F)C2)OC)C)=N1